(difluoromethyl)-N4-(2,4-dimethoxybenzyl)-N6-(5-(1-(2-(dimethylamino)propyl)-1H-pyrazol-4-yl)-4-methoxypyridin-2-yl)pyrimidine-4,6-diamine FC(F)C1=NC(=CC(=N1)NCC1=C(C=C(C=C1)OC)OC)NC1=NC=C(C(=C1)OC)C=1C=NN(C1)CC(C)N(C)C